C(CCC(=O)[O-])(=O)[O-] Butanedioate